CN(C1CCCCC1)[Si](CC=C)(CC=C)N(C)C1CCCCC1 bis(N-methylcyclohexylamino)diallylsilane